BrC1=CC=C(C=C1)C=1C(=NC=NC1OCCOC1=NC=C(C=N1)Br)NS(=O)(=O)N {5-(4-Bromophenyl)-6-[2-(5-bromopyrimidin-2-yloxy)-ethoxy]-pyrimidin-4-yl}-sulfamid